NC1=C2C(=C3C(=N1)C=C(N3COCC[Si](C)(C)C)C(=O)N(C(C)C3=NC=C(C=C3F)C3CC3)C3CCC3)COC2 5-amino-N-cyclobutyl-N-(1-(5-cyclopropyl-3-fluoropyridin-2-yl)ethyl)-1-((2-(trimethylsilyl)ethoxy)methyl)-6,8-dihydro-1H-furo[3,4-d]pyrrolo[3,2-b]pyridine-2-carboxamide